ClC=1C=2C(N=C3N(C2C=CC1)C1=CC(=CC=C1C3(C)C)C3CCN(CC3)CC3=C(C=C(C=N3)N3CCN(CC3)C3=CC(=C(C(=C3)F)C3C(NC(CC3)=O)=O)F)F)=O 3-(4-(4-(6-((4-(4-chloro-7,7-dimethyl-5-oxo-5,7-dihydroindolo[1,2-a]quinazolin-10-yl)piperidin-1-yl)methyl)-5-fluoropyridin-3-yl)piperazin-1-yl)-2,6-difluorophenyl)piperidine-2,6-dione